10-bromobenzo[G]quinoline BrC=1C2=C(C=C3C=CC=NC13)C=CC=C2